N-(6-((2-amino-3-chloropyridin-4-yl)oxy)pyridin-3-yl)-6-(4-fluorophenyl)-2-isopropyl-5-oxo-2,5-dihydropyridazine-4-carboxamide NC1=NC=CC(=C1Cl)OC1=CC=C(C=N1)NC(=O)C1=CN(N=C(C1=O)C1=CC=C(C=C1)F)C(C)C